C(C(=C)C)(=O)OC1CC(CC(C1)C)C 3,5-dimethyl-1-cyclohexyl methacrylate